1-(2-(1-benzyl-5-methyl-1H-pyrazol-4-yl)-2-oxoethyl)-4-bromopyridin-2(1H)-one C(C1=CC=CC=C1)N1N=CC(=C1C)C(CN1C(C=C(C=C1)Br)=O)=O